4-(1,3-Benzooxazol-2-yl)-4-methoxypiperidine-1-carboxylic acid tert-butyl ester C(C)(C)(C)OC(=O)N1CCC(CC1)(OC)C=1OC2=C(N1)C=CC=C2